ClC1=C(C(=O)O)C(=CC(=C1)C=1C=NN(C1)C)Cl 2,6-dichloro-4-(1-methylpyrazol-4-yl)benzoic acid